CC(CNC(=O)C1=CC=C(C=C1)C(=O)NCC(CC)C)CC N,N'-bis(2-methylbutyl)-1,4-benzenedicarboxamide